2-Methyl-2-propanyl 4-[(6-chloro-2-methyl-3-nitro-4-pyridinyl)amino]-1-piperidinecarboxylate ClC1=CC(=C(C(=N1)C)[N+](=O)[O-])NC1CCN(CC1)C(=O)OC(C)(C)C